FC(=C1CCN(CC1)C1=C(C(=O)NC=2C=C3C(=C(N2)N2CCC(CC2)(F)F)OC=C3)C(=CC(=C1)NS(=O)(=O)CCO)F)F 2-(4-(difluoromethylene)piperidin-1-yl)-N-(7-(4,4-difluoropiperidin-1-yl)furo[2,3-c]pyridin-5-yl)-6-fluoro-4-((2-hydroxyethyl)sulfonamido)benzamide